OC1=CC=C(C=C1)C=CC(=O)C1=CC=C(C=C1)NS(=O)(=O)C N-[4-[3-(4-Hydroxyphenyl)prop-2-enoyl]phenyl]methanesulfonamide